OC1=PC=2C=CC3=CC=CC=C3C2C=C1 hydroxy-phosphaphenanthrene